N=1N(N=C2C1C=CC=C2)C2=CC=C(C=C2)N(C2=CC=C(C=C2)C2=CC=C(C=C2)N(C2=CC=CC=C2)C2=CC=C(C=C2)N2N=C1C(=N2)C=CC=C1)C1=CC=CC=C1 N,N'-bis{4-(2H-benzo[1,2,3]triazol-2-yl)phenyl}-N,N'-diphenyl-4,4'-diamino-1,1'-biphenyl